ethyl 2-chloro-5-(1,3-dioxolan-2-yl)-6-[6-(trifluoromethyl)-3-pyridyl]pyrimidine-4-carboxylate ClC1=NC(=C(C(=N1)C(=O)OCC)C1OCCO1)C=1C=NC(=CC1)C(F)(F)F